C(C)OC(=O)C=1OC(=NN1)N1CC2(C1)C[C@@H](CC2)N2CCC(CC2)C2=C(C=CC=C2)O (R)-5-(6-(4-(2-hydroxyphenyl)piperidin-1-yl)-2-azaspiro[3.4]Octane-2-yl)-1,3,4-oxadiazole-2-carboxylic acid ethyl ester